NCCC(C)=S aza-pentan-4-thione